FC1=C(C=CC=C1S(=O)(=O)C)NC1=NC=C(C(=N1)C1=CNC2=C(C=CC=C12)NC([C@H](COC)N1CCN(CCC1)C)=O)C (S)-N-(3-(2-((2-fluoro-3-(methyl-sulfonyl)phenyl)amino)-5-methylpyrimidin-4-yl)-1H-indol-7-yl)-3-methoxy-2-(4-methyl-1,4-diazepan-1-yl)propanamide